C(CCO)O 1,3-propane-diol